(S)-1-(5-(difluoromethoxy)-3-fluoropyridin-2-yl)-3-(oxetan-3-yl)-4-(4-(trifluoromethyl)benzyl)piperazine-2,5-dione FC(OC=1C=C(C(=NC1)N1C([C@@H](N(C(C1)=O)CC1=CC=C(C=C1)C(F)(F)F)C1COC1)=O)F)F